NC=1C=2N(C3=CC(=CC=C3N1)C(=O)N1C(CCCC1)C=1C=CC3=C(N=C(S3)C3CCN(CC3)C)C1)C=NN2 (4-amino-[1,2,4]triazolo[4,3-a]quinoxalin-8-yl)(2-(2-(1-methylpiperidin-4-yl)benzo[d]thiazol-5-yl)piperidin-1-yl)methanone